The molecule is dianion of (6S)-5,6,7,8-tetrahydrofolic acid arising from deprotonation of both carboxylic acid functions. It has a role as a human metabolite and a cofactor. It is a conjugate base of a (6S)-5,6,7,8-tetrahydrofolic acid. C1[C@@H](NC2=C(N1)N=C(NC2=O)N)CNC3=CC=C(C=C3)C(=O)N[C@@H](CCC(=O)[O-])C(=O)[O-]